(3-methoxyazetidin-3-yl)methanol COC1(CNC1)CO